2-(dimethylamino)malononitrile CN(C(C#N)C#N)C